6-[5-(4-chlorophenyl)-1-[2-(trifluoromethyl)phenyl]pyrrol-2-yl]-N-[3-(dimethylamino)propyl]-pyridine-3-carboxamide hydrochloride Cl.ClC1=CC=C(C=C1)C1=CC=C(N1C1=C(C=CC=C1)C(F)(F)F)C1=CC=C(C=N1)C(=O)NCCCN(C)C